FC=1C=C(C=CC1)C(=C1CCN(CC1)C(=O)C=1C=NC=C(C1)C)C1=CC=C(C=C1)F (4-((3-fluorophenyl)(4-fluorophenyl)methylene)piperidin-1-yl)(5-methylpyridin-3-yl)methanone